P(O)(O)(O)=O.N1(C=NC=C1)C1=C(C=C(\C=N\NC2=CC=NC3=CC(=C(C=C23)OC)OC)C=C1)OC (E)-4-(2-(4-(1H-imidazol-1-yl)-3-methoxybenzylidene)hydrazineyl)-6,7-dimethoxyquinoline Phosphoric Acid Salt